O=C1N(CCC(N1)=O)C=1C=C(C(=O)N2CCC(CC2)CCC2CCN(CC2)CC(=O)O)C=CC1OC 2-[4-[2-[1-[3-(2,4-Dioxohexahydropyrimidin-1-yl)-4-methoxy-benzoyl]-4-piperidyl]ethyl]-1-piperidyl]acetic acid